FC=1C=C2CCN(CC2=CC1)C=1C=C(C(=C(C1)CC(=O)O)[N+](=O)[O-])C 2-(5-(6-Fluoro-3,4-dihydroisoquinolin-2(1H)-yl)-3-methyl-2-nitrophenyl)acetic acid